3-amino-N-{2-[3-amino-4-(methoxymethyl)pyrrolidin-1-yl]-4-fluoro-5,6,7,8-tetrahydroquinolin-6-yl}-5-fluoro-6-methylthieno[2,3-b]pyridine-2-carboxamide NC1=C(SC2=NC(=C(C=C21)F)C)C(=O)NC2CC=1C(=CC(=NC1CC2)N2CC(C(C2)COC)N)F